N-((4-(((1s,4s)-4-morpholinocyclohexyl)amino)-3-nitrophenyl)sulfonyl)benzamide O1CCN(CC1)C1CCC(CC1)NC1=C(C=C(C=C1)S(=O)(=O)NC(C1=CC=CC=C1)=O)[N+](=O)[O-]